O=C(CCO)CCCCC 3-oxo-octanol